C(C=C)C1(C(=C(C(O)=C(C1)Br)O)C1=CC=CC=C1C(=O)O)C1=CC=CC=C1C(=O)O.C(C1=CC=CC=C1)O[C@@H]1[C@H](N(C[C@@H]([C@H]1OCC1=CC=CC=C1)OCC1=CC=CC=C1)CC1CCN(CC1)C1=CC=CC=C1)CF (2S,3R,4R,5S)-3,4,5-tris(benzyloxy)-2-(fluoromethyl)-1-((1-phenylpiperidin-4-yl)methyl)piperidine 4-allyl-6-bromocatecholdibenzoate